C1(CC1)C=1N=NN(C1)[C@H](C(=O)N1[C@@H](C[C@H](C1)O)C(=O)NCC1=CC=C(C=C1)C1=CN=CO1)C(C)(C)C (2S,4r)-1-[(2S)-2-(4-cyclopropyl-triazol-1-yl)-3,3-dimethyl-butyryl]-4-hydroxy-N-[(4-oxazol-5-ylphenyl)methyl]pyrrolidine-2-carboxamide